C1=C(C=CC2=CC=CC=C12)N(C1=CC=C2C=CC=3C(=CC=C4C=CC1=C2C34)N(C3=CC=CC=C3)C3=CC4=CC=CC=C4C=C3)C3=CC=CC=C3 N1,N6-di(2-naphthyl)-N1,N6-diphenylpyrene-1,6-diamine